BrC=1C=CC(=NC1COC)C1=NOC(=C1)C 3-(5-bromo-6-(methoxymethyl)pyridin-2-yl)-5-methylisoxazole